BrC1=C(C(=CC=C1)Cl)NC(=O)C=1C(=NC(=NC1)NC=1C=C(C=CC1OC1CCNCC1)C)OC N-(2-bromo-6-chlorophenyl)-4-methoxy-2-[4-(4-piperidyloxy)-3-toluidino]-5-pyrimidinecarboxamide